(tert-Butoxycarbonyl)-L-alanine 3,3-dimethylcyclobutyl ester CC1(CC(C1)OC([C@@H](NC(=O)OC(C)(C)C)C)=O)C